Ethyl 2-(2-fluoro-4-((4-(4-(trifluoromethyl)phenyl)piperazin-1-yl)methyl)phenoxy)-2-methylpropanoate FC1=C(OC(C(=O)OCC)(C)C)C=CC(=C1)CN1CCN(CC1)C1=CC=C(C=C1)C(F)(F)F